2-hydroxy-N-((5-(2-((6-methoxy-2-methylpyrido[3,4-d]pyrimidin-4-yl)thio)acetyl)thiophen-2-yl)methyl)acetamide OCC(=O)NCC=1SC(=CC1)C(CSC=1C2=C(N=C(N1)C)C=NC(=C2)OC)=O